Cl.O1CCN(CC1)C1=NC(=NC(=N1)N1CCOCC1)N 4,6-dimorpholino-1,3,5-triazin-2-amine hydrochloride